diethyl 2,2'-((((7-(2-(aminomethyl)-3-fluoropyridin-4-yl)benzofuran-2,5-diyl)bis(methylene))bis(oxy))bis(2,1-phenylene))diacetate NCC1=NC=CC(=C1F)C1=CC(=CC=2C=C(OC21)COC2=C(C=CC=C2)CC(=O)OCC)COC2=C(C=CC=C2)CC(=O)OCC